[Sn].[Mn].[Co].[Ni] nickel cobalt manganese tin salt